C1(CC1)S(=O)(=O)N([C@H]1C([C@H](N(C1)C(=O)OC(C)(C)C)CC(=O)OC)(F)F)CC1=CC=C(C=C1)OC tert-Butyl (2R,4R)-4-{(cyclopropanesulfonyl)[(4-methoxyphenyl)methyl]amino}-3,3-difluoro-2-(2-methoxy-2-oxoethyl)pyrrolidine-1-carboxylate